The molecule is an isoquinoline alkaloid that is 3,4,4a,5,6,10b-hexahydro-5,10b-ethanophenanthridin-9-ol bearing three additional methoxy substituents at positions 3, 7 and 8. It has a role as a plant metabolite. It is an isoquinoline alkaloid, an organic heterotetracyclic compound, an aromatic ether and a member of phenols. CO[C@@H]1C[C@H]2[C@@]3(CCN2CC4=C(C(=C(C=C43)O)OC)OC)C=C1